5-Fluoro-8-isopropyl-2,2-dimethyl-4a-phenyl-1,2,4,4a-tetrahydro-3H-pyrimido[1,2-a]quinolin-3-one FC=1C2(N(C3=CC=C(C=C3C1)C(C)C)CC(C(N2)=O)(C)C)C2=CC=CC=C2